lead magnesium lead [Pb].[Mg].[Pb]